BrC=1C=C(C=CC1Cl)[C@@H]1C([C@H]1C(=O)NC=1C=CC(=C(C(=O)NC2=C(C=C(C=C2)NC(OC(C)(C)C)=O)C)C1)Cl)(Cl)Cl tert-Butyl (4-(5-(trans-3-(3-bromo-4-chlorophenyl)-2,2-dichlorocyclopropane-1-carboxamido)-2-chlorobenzamido)-3-methylphenyl)carbamate